ClC=1C(=NC(=NC1)C)C1=NC=CN=C1 5-chloro-2-methyl-4-(pyrazin-2-yl)pyrimidine